N-(4-{[6-(3-fluoro-6-methylpyridin-2-yl)-3-(2,2,2-trifluoroethoxy)pyridazin-4-yl]amino}pyridin-2-yl)-3-(4-methylpiperazin-1-yl)propanamide FC=1C(=NC(=CC1)C)C1=CC(=C(N=N1)OCC(F)(F)F)NC1=CC(=NC=C1)NC(CCN1CCN(CC1)C)=O